tert-butyl (2S)-4-[8-chloro-7-(8-methyl-1-naphthyl)-2-[[(2s)-1-methylpyrrolidin-2-yl]methoxy]pyrido[4,3-d]pyrimidin-4-yl]-2-(cyanomethyl)piperazine-1-carboxylate ClC1=C(N=CC2=C1N=C(N=C2N2C[C@@H](N(CC2)C(=O)OC(C)(C)C)CC#N)OC[C@H]2N(CCC2)C)C2=CC=CC1=CC=CC(=C21)C